7-((2-methyl-4-(4-(trifluoromethyl)piperidin-1-yl)phenyl)amino)-2H-benzo[b][1,4]oxazin-3(4H)-one CC1=C(C=CC(=C1)N1CCC(CC1)C(F)(F)F)NC=1C=CC2=C(OCC(N2)=O)C1